(2S)-N-{[4-(3,4-dichlorobenzyl)morpholin-2-yl]methyl}[4-(pyridin-4-yl)thiazol-2-ylthio]acetamide ClC=1C=C(CN2C[C@@H](OCC2)CNC(CSC=2SC=C(N2)C2=CC=NC=C2)=O)C=CC1Cl